C(C)(=O)C1=NN(C2=CN=C(C=C21)C=2C=NC(=NC2)C)CC(=O)N2[C@@H](C[C@H](C2)C)C(=O)NC2=NC(=CC=C2C)Br (2S,4R)-1-(2-(3-acetyl-5-(2-methylpyrimidin-5-yl)-1H-pyrazolo[3,4-c]pyridin-1-yl)acetyl)-N-(6-bromo-3-methylpyridin-2-yl)-4-methylpyrrolidine-2-carboxamide